2-iodo-4-nitro-1-(phenylsulfonyl)-1H-indole IC=1N(C2=CC=CC(=C2C1)[N+](=O)[O-])S(=O)(=O)C1=CC=CC=C1